BrC1=CC=C(C(=N1)N1CCC2(CC2)CC1)[N+](=O)[O-] 6-(6-bromo-3-nitropyridin-2-yl)-6-azaspiro[2.5]Octane